Cl.FC=1C=C2CC3(CCNCC3)[C@@H](C2=CC1F)N (1S)-5,6-difluorospiro[indan-2,4'-piperidine]-1-amine hydrochloride